COCC1CCC(CC1)C1=C2N(N=C1CN(CCNC)C)CCC2 N1-((3-(4-(methoxymethyl)cyclohexyl)-5,6-dihydro-4H-pyrrolo[1,2-b]pyrazol-2-yl)methyl)-N1,N2-dimethylethane-1,2-diamine